C(C)C(CCCC)CCCC(CCCC)C 5-ethyl-9-methyltridecane